di-pentyl-(t-butoxy)tin C(CCCC)[Sn](OC(C)(C)C)CCCCC